17α,20α-dihydroxycholesterol CC(C)CCC[C@](C)([C@]1(CC[C@@H]2[C@@]1(CC[C@H]3[C@H]2CC=C4[C@@]3(CC[C@@H](C4)O)C)C)O)O